CC(=O)N1CC2=C(C=C(C=C2CC1)C=1C=C2C(=NC1)NC=C2C)C2NCCOC2 (6-(3-Methyl-1H-pyrrolo[2,3-b]pyridin-5-yl)-8-(morpholin-3-yl)-3,4-dihydroisoquinolin-2(1H)-yl) methyl ketone